1-(3-ethynyl-5-nitrophenyl)ethanone C(#C)C=1C=C(C=C(C1)[N+](=O)[O-])C(C)=O